N-(1-(2-(Benzyloxy)phenyl)cyclopropyl)-5-(2-(dimethylamino)ethoxy)-2-methylbenzamide C(C1=CC=CC=C1)OC1=C(C=CC=C1)C1(CC1)NC(C1=C(C=CC(=C1)OCCN(C)C)C)=O